FC1(CCC2=C1N=C(N=C2N2C[C@@H]1C([C@@H]1C2)CC(=O)OC)N2[C@H](CC2)C)F Methyl 2-((1R,5S,6R)-3-(7,7-difluoro-2-((S)-2-methylazetidin-1-yl)-6,7-dihydro-5H-cyclopenta[d]pyrimidine-4-yl)-3-azabicyclo[3.1.0]hexan-6-yl)acetate